CC1=COC2=C1CCC(C2)C 4,5,6,7-TETRAHYDRO-3,6-DIMETHYLBENZOFURAN